CC1=CSC2=C1N=CN=C2N[C@H](CN2CCN(CC2)S(=O)(=O)C=2C=NN(C2)C2=NC=C(C=C2)C(F)(F)F)C 7-methyl-N-[(2S)-1-[4-({1-[5-(trifluoromethyl)pyridin-2-yl]-1H-pyrazol-4-yl}sulfonyl)piperazin-1-yl]propan-2-yl]thieno[3,2-d]pyrimidin-4-amine